N-[5-(cyclopenten-1-yl)-2-pyridyl]-2-methyl-propanamide C1(=CCCC1)C=1C=CC(=NC1)NC(C(C)C)=O